Cl.C1N(CC12CNC2)CC2CCN(CC2)C2=CC=C1C(=NN(C1=C2)C)C2C(NC(CC2)=O)=O 3-(6-(4-((2,6-diazaspiro[3.3]hept-2-yl)methyl)piperidin-1-yl)-1-methyl-1H-indazol-3-yl)piperidine-2,6-dione hydrochloride